{6-[3-Ethylamino-4-(1H-tetrazol-5-yl)-phenyl]-pyrimidin-4-yl}-[2-(7-fluoro-4-methoxy-2-methyl-indol-1-yl)-ethyl]-amine C(C)NC=1C=C(C=CC1C1=NN=NN1)C1=CC(=NC=N1)NCCN1C(=CC2=C(C=CC(=C12)F)OC)C